2-(2-(dimethylamino)ethyl)pyridazin-3(2H)-one dihydrochloride Cl.Cl.CN(CCN1N=CC=CC1=O)C